C1(=CC=CC=C1)C1(OC1)C1CCCC1 phenyl-cyclopentyloxirane